1-(2-Chloropyrimidin-5-yl)-4,4-dimethyl-2-(1H-1,2,4-triazol-1-yl)pentan-3-one ClC1=NC=C(C=N1)CC(C(C(C)(C)C)=O)N1N=CN=C1